2-bromo-1-(5-fluoropyridin-2-yl)ethan-1-one BrCC(=O)C1=NC=C(C=C1)F